5-methyl-5-methyl-pyrazoline CC1(C=CNN1)C